1-octadecyl β-D-glucopyranoside O([C@H]1[C@H](O)[C@@H](O)[C@H](O)[C@H](O1)CO)CCCCCCCCCCCCCCCCCC